COC1=CC(=C2C=CC=NC2=C1)C1(CC1)NC(=O)C=1C=C(OCC2CCC3N2CCN(C3)C(=O)[O-])C=CC1C 6-((3-((1-(7-methoxyquinolin-5-yl)cyclopropyl) carbamoyl)-4-methylphenoxy)methyl)hexahydropyrrolo[1,2-a]pyrazine-2(1H)-carboxylate